(isoquinolin-3-yl)propanamide C1=NC(=CC2=CC=CC=C12)C(C(=O)N)C